C1CCC2=CC(=CC=C12)CC1=NC=CC(=N1)NC1=C2CN(C(C2=CC=C1)=O)C1C(NC(CC1)=O)=O 3-(4-((2-((2,3-dihydro-1H-inden-5-yl)methyl)pyrimidin-4-yl)amino)-1-oxoisoindolin-2-yl)piperidine-2,6-dione